OC1=C2CC[C@H]3C=4COC(C4CC[C@@]3(C2=CC=C1C(C)C)C)=O (3bR,9bS)-6-hydroxy-9b-methyl-7-propan-2-yl-3,3b,4,5,10,11-hexahydronaphtho[2,1-e]isobenzofuran-1-one